3-[(3-chloro-2-methoxyphenyl)amino]-2-(3-[2-[(2R)-4,4-difluoro-1-(prop-2-enoyl)pyrrolidin-2-yl]ethynyl]pyridin-4-yl)-1H,5H,6H,7H-pyrrolo[3,2-c]pyridin-4-one ClC=1C(=C(C=CC1)NC1=C(NC2=C1C(NCC2)=O)C2=C(C=NC=C2)C#C[C@@H]2N(CC(C2)(F)F)C(C=C)=O)OC